3-(1-oxo-5-[4-[3-(trimethylsilyl)prop-2-yn-1-yl]piperazin-1-yl]-2,3-dihydro-1H-isoindol-2-yl)piperidine-2,6-dione O=C1N(CC2=CC(=CC=C12)N1CCN(CC1)CC#C[Si](C)(C)C)C1C(NC(CC1)=O)=O